5-(6,7-difluoro-1H-indazol-3-yl)-3,6-dihydropyridine FC1=CC=C2C(=NNC2=C1F)C1=CCC=NC1